3-(diethoxyphosphoryl)propanoic acid C(C)OP(=O)(OCC)CCC(=O)O